1-Methyl-5-(tributylstannyl)-1H-1,2,3-triazole CN1N=NC=C1[Sn](CCCC)(CCCC)CCCC